FC1=CC(=C(C=C1)N1N=CC=2C1=NC(=NC2O)C)OC 1-(4-fluoro-2-methoxy-phenyl)-6-methyl-pyrazolo[3,4-d]pyrimidin-4-ol